7-fluoro-6-(5-methoxy-1H-benzo[d][1,2,3]triazol-1-yl)-1,2,3,4-tetrahydroisoquinoline hydrochloride Cl.FC1=C(C=C2CCNCC2=C1)N1N=NC2=C1C=CC(=C2)OC